(5-(6-methoxy-[1,2,4]triazolo[1,5-a]pyridin-2-yl)-8-(methylamino)-2,7-naphthyridin-3-yl)cyclopropanecarboxamide COC=1C=CC=2N(C1)N=C(N2)C2=C1C=C(N=CC1=C(N=C2)NC)C2(CC2)C(=O)N